di-butyl-phenothiazine C(CCC)C1=C(C=2NC3=CC=CC=C3SC2C=C1)CCCC